tert-butyl 3-(ethylsulfonamido)-2-((2'-(4-methoxy-4-oxobutoxy)-[1,1'-biphenyl]-3-yl)methyl)pyrrolidine-1-carboxylate C(C)S(=O)(=O)NC1C(N(CC1)C(=O)OC(C)(C)C)CC=1C=C(C=CC1)C1=C(C=CC=C1)OCCCC(=O)OC